FC1=C(C=C(C=C1)OC)C=1C(=C2N(N1)CCC2)C=2C=C1N=CC=NC1=CC2 6-(2-(2-Fluoro-5-methoxyphenyl)-5,6-dihydro-4H-pyrrolo[1,2-b]pyrazol-3-yl)quinoxaline